(cyclopropylmethyl)-N-methyl-N-(4-(trifluoromethyl)phenyl)-1,2,3,4-tetrahydroisoquinolin-7-amine hydrochloride Cl.C1(CC1)CC1NCCC2=CC=C(C=C12)N(C1=CC=C(C=C1)C(F)(F)F)C